FC=1C(=C2C(=CC(=CC2=CC1)N)C1=C(C=2N=C(N=C(C2C=N1)N1[C@@H]2[C@H]([C@@H]2COCC1)F)F)C)C#C[Si](C(C)C)(C(C)C)C(C)C 6-Fluoro-4-(2-fluoro-4-((1S,7S,8S)-8-fluoro-5-oxa-2-azabicyclo[5.1.0]octan-2-yl)-8-methylpyrido[4,3-d]pyrimidin-7-yl)-5-((triisopropylsilyl)ethynyl)naphthalen-2-amine